5-isobutyl-3-(4-((2-isopropyl-1H-imidazol-1-yl)methyl)phenyl)-4-methylthiophene-2-sulfonamide C(C(C)C)C1=C(C(=C(S1)S(=O)(=O)N)C1=CC=C(C=C1)CN1C(=NC=C1)C(C)C)C